Methyl ((((1S,4R)-4-(2-amino-6-chloro-9H-purin-9-yl)cyclopent-2-en-1-yl) methoxy)(phenoxy)phosphoryl)-L-alaninate NC1=NC(=C2N=CN(C2=N1)[C@H]1C=C[C@H](C1)COP(=O)(OC1=CC=CC=C1)N[C@@H](C)C(=O)OC)Cl